2-[4-({(1R)-1-[3-(difluoromethyl)phenyl]ethyl}amino)-2-methylpyrido[3,4-d]pyrimidin-6-yl]-2,6-diazaspiro[3.4]octan-7-one FC(C=1C=C(C=CC1)[C@@H](C)NC=1C2=C(N=C(N1)C)C=NC(=C2)N2CC1(C2)CNC(C1)=O)F